ClC=1N=C(C2=C(N1)CCC2)N[C@@H](C(C)C)C(=O)OC methyl (2-chloro-6,7-dihydro-5H-cyclopenta[d]pyrimidin-4-yl)valinate